(2-hydroxyethyl)trimethylammonium arginine salt N[C@@H](CCCNC(N)=N)C(=O)[O-].OCC[N+](C)(C)C